5-chloro-N-(3-chloro-4-(4-(4-methylpiperazin-1-yl)piperidin-1-yl)phenyl)-4-(imidazo[1,2-a]pyridin-3-yl)pyrimidin-2-amine ClC=1C(=NC(=NC1)NC1=CC(=C(C=C1)N1CCC(CC1)N1CCN(CC1)C)Cl)C1=CN=C2N1C=CC=C2